tert-Butylurethane C(C)(C)(C)NC(=O)OCC